C1N(CCC2=CC=CC=C12)[C@H]1[C@@H](CN(CC1)S(=O)(=O)C1=CC=CC=C1)O (3R,4R)-4-(3,4-dihydroisoquinolin-2(1H)-yl)-1-(phenylsulfonyl)piperidin-3-ol